1-(5-{[(5-Chlorothiophen-2-yl)methyl]amino}-3-[1-(2,2,2-trifluoroethyl)piperidin-4-yl]-1H-pyrazol-1-yl)-2,2-dimethylpropan-1-on ClC1=CC=C(S1)CNC1=CC(=NN1C(C(C)(C)C)=O)C1CCN(CC1)CC(F)(F)F